methyl 5-bromo-3-[(1-methylpyrazolo[4,3-c]pyridin-7-yl)carbamoylamino]thiophene-2-carboxylate BrC1=CC(=C(S1)C(=O)OC)NC(NC=1C2=C(C=NC1)C=NN2C)=O